tert-butyl {[4-(5-cyclopropyl-1,3-thiazol-4-yl)-2,5-dioxoimidazolidin-4-yl]methyl}carbamate C1(CC1)C1=C(N=CS1)C1(NC(NC1=O)=O)CNC(OC(C)(C)C)=O